(S)-3-Methyl-4-(9-methyl-2-((4-phenyl-1-((2-(trimethylsilyl)ethoxy)methyl)-1H-imidazol-2-yl)ethynyl)-9H-purin-6-yl)morpholine C[C@@H]1N(CCOC1)C1=C2N=CN(C2=NC(=N1)C#CC=1N(C=C(N1)C1=CC=CC=C1)COCC[Si](C)(C)C)C